FC1=C(C=C(C=C1)NC(=O)C1=C(N(C(=C1C)C(C(=O)N[C@H]1CN(CCC1)S(=O)(=O)C)=O)C)C)C (R)-N-(4-fluoro-3-methylphenyl)-1,2,4-trimethyl-5-(2-((1-(methylsulfonyl)piperidin-3-yl)amino)-2-oxoacetyl)-1H-pyrrole-3-carboxamide